BrC=1C=C(C(=O)N(C)C)C=CC1C(C)(C)O 3-bromo-4-(2-hydroxypropan-2-yl)-N,N-dimethylbenzamide